CC=1OC2=C(N1)C=CC=1CCC(C12)CCNC(=O)C1CC1 N-[2-(2-methyl-7,8-dihydro-6H-indeno[5,4-d][1,3]oxazol-8-yl)ethyl]cyclopropylcarboxamide